C1(=CC=CC=C1)C(N)(C1=COC=C1)C1=CC=CC=C1 diphenyl-3-furanmethanamine